chromium aluminum titanium yttrium [Y].[Ti].[Al].[Cr]